methyl 3-(2-(azepan-1-yl) acetamido)-4-methylthiophene-2-carboxylate N1(CCCCCC1)CC(=O)NC1=C(SC=C1C)C(=O)OC